CC=1C=CC2=C(NC(OC2C=C)=O)C1 7-methyl-4-vinyl-1,4-dihydro-2H-benzo[d][1,3]oxazin-2-one